Cl.Cl.CC1=C(C=CC(=N1)C(CC)=O)N1CCNCC1 1-(6-methyl-5-(piperazin-1-yl)pyridin-2-yl)propan-1-one dihydrochloride